4-imidazoleacetic acid, diethylaminopropylamide C(C)N(CC)CCCNC(CC=1N=CNC1)=O